(R)-4-amino-N'-(benzo[d]thiazol-6-yl)-N-(cyclopropylmethyl)-N'-ethyl-7-fluoro-3-methyl-1,3-dihydrofuro[3,4-c]quinoline-8-carbohydrazide NC1=NC=2C=C(C(=CC2C2=C1[C@H](OC2)C)C(=O)N(N(CC)C2=CC1=C(N=CS1)C=C2)CC2CC2)F